ClC1=C(C=C(OCC(=O)N[C@H]2CO[C@@H](OC2)CO)C=C1)F (4-chloro-3-fluorophenoxy)-N-[trans-2-(hydroxymethyl)-1,3-dioxan-5-yl]Acetamide